2-(2,2-dimethyl-1-phenylbutyl)malononitrile CC(C(C1=CC=CC=C1)C(C#N)C#N)(CC)C